CN1C=CC2=CC(=CC=C12)CCN 2-(1-methylindol-5-yl)ethan-1-amine